CC=1N=C2N(N=C(C=C2C)C=2C=C3C(=CN(C(C3=C(C2)OC)=O)C2CN(CC2)C(=O)OC(C)(C)C)C)C1 tert-butyl 3-(6-{2,8-dimethylimidazo[1,2-b]pyridazin-6-yl}-8-methoxy-4-methyl-1-oxoisoquinolin-2-yl)pyrrolidine-1-carboxylate